BrC=1C=C(C(=NC1)OC)NC(OCCCC)=O butyl (5-bromo-2-methoxypyridin-3-yl)carbamate